dimethyl-methanimidamide CN(C=N)C